FC(CC[Si](O)(O)O)(F)F trifluoropropyl-silanetriol